N-butyl-glucosamine C(CCC)N[C@H]1C(O)O[C@@H]([C@H]([C@@H]1O)O)CO